C(C)(C)N1N=CC=C1C1=C(C#N)C=CC=N1 2-(1-isopropyl-1H-pyrazol-5-yl)nicotinonitrile